3-((2-((1H-benzo[d][1,2,3]triazol-5-yl)methyl)-3-oxoisoindolin-1-yl)methyl)-4-methylpicolinamide N1N=NC2=C1C=CC(=C2)CN2C(C1=CC=CC=C1C2=O)CC=2C(=NC=CC2C)C(=O)N